FC1=CC=C(OC[C@H]2N(C3CC(C2)C3)C(=O)C3=C(C=CC(=C3)C)C3=NC=CC=N3)C=C1 (3S)-3-(4-Fluorophenoxymethyl)-2-{[5-methyl-2-(pyrimidin-2-yl)phenyl]carbonyl}-2-azabicyclo[3.1.1]heptan